CN1C(C(=CC2=C1N=C(N=C2)SC)N2CC(CCC2)NC(OC(C)(C)C)=O)=O tert-butyl N-[1-(8-methyl-2-methylsulfanyl-7-oxo-pyrido[2,3-d]pyrimidin-6-yl)-3-piperidyl]carbamate